CN(C)C[C@@H]1CN(CCC1)C1=C2C=C(N=CC2=CC(=C1)C1=C(C=CC=C1C)F)N 5-[(3R)-3-[(dimethylamino)methyl]-1-piperidyl]-7-(2-fluoro-6-methyl-phenyl)isoquinolin-3-amine